COC(=O)C1=CC=C2N=CC=3N(C2=C1)C(=NC3)NCC3=CC=C(C=C3)OC ((4-methoxybenzyl)amino)imidazo[1,5-a]quinoxaline-8-carboxylic acid methyl ester